CN(C1=CC=C(C=C1)CC(=O)O)C 4-(dimethylamino)phenyl-acetic acid